2-(3-thienyl)-ethoxy-4-butyl-sodium S1C=C(C=C1)CCOC(CCC)[Na]